N-(4-azapentyl)acrylamide C(CCNC)NC(C=C)=O